C1(CC1)CNC=1N=CC2=C(N(C(C=3C=C(C=CC23)CN2CCN(CC2)C2COC2)=O)[C@@H]2CC[C@H](CC2)O)N1 trans-3-((Cyclopropylmethyl)amino)-5-(4-hydroxycyclohexyl)-8-((4-(oxetan-3-yl)piperazin-1-yl)methyl)pyrimido[4,5-c]isoquinolin-6(5H)-one